CC(CCC(=O)O)CCCCCCCCC(C)C 4,13-dimethyltetradecanoic acid